N-[(1S)-1-{[(3S)-3-Hydroxypyrrolidin-1-yl]methyl}-2-methylpropyl]-N-methyl-4-(trifluoromethoxy)benzamide O[C@@H]1CN(CC1)C[C@H](C(C)C)N(C(C1=CC=C(C=C1)OC(F)(F)F)=O)C